chloro(methoxymethyl)triphenyl-lambda5-phosphane ClP(C1=CC=CC=C1)(C1=CC=CC=C1)(C1=CC=CC=C1)COC